C1(CC1)C1=CC=C(C=C1)NC(=O)[C@H]1CN(CCC1)CCC1=NC=CC=C1 (R)-N-(4-cyclopropylphenyl)-1-(2-(pyridin-2-yl)ethyl)piperidine-3-carboxamide